3-((4-fluorophenyl)(hydroxy)methyl)piperidine-1-carboxylic acid tert-butyl ester C(C)(C)(C)OC(=O)N1CC(CCC1)C(O)C1=CC=C(C=C1)F